(2-[4-[2-(2,6-dioxopiperidin-3-yl)-1,3-dioxoisoindol-5-yl]piperazin-1-yl]ethyl)carbamate O=C1NC(CCC1N1C(C2=CC=C(C=C2C1=O)N1CCN(CC1)CCNC([O-])=O)=O)=O